COC1=CC=C(C=C1)NC(=O)C1C(CCC(C1)C)C(C)C N-(4-methoxyphenyl)-5-methyl-2-(1-isopropyl)cyclohexane-carboxamide